(3as,4r,6ar)-5-benzyl-4-(((tert-butyldimethylsilyl)oxy)methyl)-2,2-dimethyltetrahydro-4H-[1,3]dioxolo[4,5-c]pyrrole C(C1=CC=CC=C1)N1C[C@@H]2[C@H]([C@H]1CO[Si](C)(C)C(C)(C)C)OC(O2)(C)C